BrC1=C(C=CC2=C1CC(O2)(C(=O)O)C2=CC=CC=C2)Cl 4-bromo-5-chloro-2-phenyl-2,3-dihydrobenzofurancarboxylic acid